2,4-dihydroxy-2H-1,4-benzoxazine OC1OC2=C(N(C1)O)C=CC=C2